FC=1C=C(C=CC1N1CCN(CC1)C)NC1=NC2=CC=CC=C2C=N1 2-((3-fluoro-4-(4-methylpiperazin-1-yl)phenyl)amino)quinazolin